fluorosulfonyltetrafluoroethyl (chlorotrifluoroethyl) ether ClC(C(F)(F)F)OC(C(F)(F)F)(F)S(=O)(=O)F